C(C)CC(=O)O.C(C)(=O)OCC ethyl ethanoate (ethyl acetate)